CC1=CC=C(C=C1)SC1=CNC2=CC=CC=C12 3-(4-methylphenylsulfanyl)indole